3-(5-(1-benzhydryl-piperidin-4-yl)-4-fluoro-1-oxo-isoindolin-2-yl)piperidine-2,6-dione C(C1=CC=CC=C1)(C1=CC=CC=C1)N1CCC(CC1)C=1C(=C2CN(C(C2=CC1)=O)C1C(NC(CC1)=O)=O)F